CNC(C1=C(C=CC(=C1)NC1=NC=CC(=N1)C1=CC=C(C=C1)NS(=O)(=O)C)N1CCOCC1)=O N-methyl-5-(4-(4-(methylsulfonamido)phenyl)pyrimidin-2-ylamino)-2-morpholinobenzamide